P(O)(=O)(OP(=O)(O)OP(=O)(O)O)OC[C@@H]1[C@H]([C@H]([C@@H](O1)C1=C(N(C(=O)NC1=O)C)C)O)O 1,6-dimethyl-pseudouridine triphosphate